4,4'-(hydroxyphosphoryl)dibenzoic acid OP(=O)(C1=CC=C(C(=O)O)C=C1)C1=CC=C(C(=O)O)C=C1